(S)-4-(5-(5-fluoro-2-methoxypyridin-4-yl)-1H-pyrazole-3-carbonyl)-N-((1S,3r)-3-hydroxy-3-(trifluoromethyl)cyclohexyl)-4-azaspiro[2.5]octane-7-carboxamide FC=1C(=CC(=NC1)OC)C1=CC(=NN1)C(=O)N1C2(CC2)C[C@H](CC1)C(=O)N[C@@H]1C[C@](CCC1)(C(F)(F)F)O